C(C(C)C)(=O)O[C@H]1[C@@H](CC[C@H](C1)C)C(C)C (1R,2S,5R)-2-Isopropyl-5-methylcyclohexyl isobutyrate